BrC1=CC(N(C=C1)CC1CN(CC1)C(=O)OC(C)(C)C)=O tert-Butyl 3-((4-bromo-2-oxopyridin-1(2H)-yl)methyl)pyrrolidine-1-carboxylate